5-((3-(3-((3-chloro-4-cyclobutoxybenzyl)amino)propanamido)propyl)amino)benzo[c][2,6]naphthyridine-8-carboxamide ClC=1C=C(CNCCC(=O)NCCCNC2=NC3=C(C4=CN=CC=C24)C=CC(=C3)C(=O)N)C=CC1OC1CCC1